2,4,6-decatrienal C(C=CC=CC=CCCC)=O